The molecule is a cardiolipin in which the phosphatidyl acyl groups at positions 1, 1' and 2 are specified as linoleoyl, while that at position 2' is specified as oleoyl. It derives from a linoleic acid and an oleic acid. It is a conjugate acid of a 1,1',2-trilinoleoyl-2'-oleoyl cardiolipin(2-). CCCCCCCC/C=C\\CCCCCCCC(=O)O[C@H](COC(=O)CCCCCCC/C=C\\C/C=C\\CCCCC)COP(=O)(O)OCC(COP(=O)(O)OC[C@@H](COC(=O)CCCCCCC/C=C\\C/C=C\\CCCCC)OC(=O)CCCCCCC/C=C\\C/C=C\\CCCCC)O